CN(CC[C@H](CSC1=CC=CC=C1)NC1=C(C=C(C=C1)S(=O)(=O)NC(C1=CC=CC=C1)=O)[N+](=O)[O-])C N-[[4-[[(1R)-3-(dimethylamino)-1-[(phenylsulfanyl)methyl]propyl]amino]-3-nitrophenyl]sulfonyl]benzamide